N-(4-((3-fluoro-5-(trifluoromethyl)pyridin-2-yl)amino)-3-(pyridin-2-yl)phenyl)acrylamide FC=1C(=NC=C(C1)C(F)(F)F)NC1=C(C=C(C=C1)NC(C=C)=O)C1=NC=CC=C1